(6-chloro-2-methylpyrimidin-4-yl)((3R,4R)-4-(3,4-dihydroisoquinolin-2(1H)-yl)-3-hydroxypiperidin-1-yl)methanone ClC1=CC(=NC(=N1)C)C(=O)N1C[C@H]([C@@H](CC1)N1CC2=CC=CC=C2CC1)O